3-(6-((2-azaspiro[3.5]non-7-yl)amino)-7-fluoro-1-methyl-1H-indazol-3-yl)piperidine-2,6-dione C1NCC12CCC(CC2)NC2=CC=C1C(=NN(C1=C2F)C)C2C(NC(CC2)=O)=O